cyclopropane-1,1-dicarboxylic acid (4-benzyloxy-phenyl)-amide (4-fluoro-phenyl)-amide FC1=CC=C(C=C1)NC(=O)C1(CC1)C(=O)NC1=CC=C(C=C1)OCC1=CC=CC=C1